1-(2-chlorophenyl)-2-(3-chlorophenyl)-2-methylpropyl (3-cyclohexyl-1-((4-(cyclopropylamino)-3,4-dioxo-1-(2-oxopyrrolidin-3-yl)butan-2-yl)amino)-1-oxopropan-2-yl)carbamate C1(CCCCC1)CC(C(=O)NC(CC1C(NCC1)=O)C(C(=O)NC1CC1)=O)NC(OC(C(C)(C)C1=CC(=CC=C1)Cl)C1=C(C=CC=C1)Cl)=O